2,5-dihydroxyterephthalic acid disodium salt [Na+].[Na+].OC1=C(C(=O)[O-])C=C(C(=C1)C(=O)[O-])O